2-[(2S)-2-methylpyrrolidin-1-yl]ethanamine C[C@@H]1N(CCC1)CCN